O=C[C@@H](O)[C@H](O)[C@H](O)CO D-Arabinose